2-(4,5-dichloro-2-fluorophenyl)propan-2-amine hydrochloride Cl.ClC1=CC(=C(C=C1Cl)C(C)(C)N)F